C(C(=C)C)(=O)OC=CC=C vinyl-vinyl methacrylate